NC[C@@H]1CCCN1 (S)-5-(aminomethyl)pyrrolidin